C1(=CC=CC=C1)P(C1=CC=CC=2OCCCOC3=C(C21)C(=CC=C3)P(C3=CC=CC=C3)C3=CC=CC=C3)C3=CC=CC=C3 (S)-1,13-bis(diphenylphosphino)-7,8-dihydro-6H-dibenzo[f,h][1,5]dioxonin